NC1=NC=C(C=2C1=NC(=C(N2)N[C@H]2C[C@H](CC2)O)CC)C=2C=NN(C2)C2CC(N(C(C2)(C)C)C)(C)C (1S,3R)-3-((5-amino-3-ethyl-8-(1-(1,2,2,6,6-pentamethylpiperidin-4-yl)-1H-pyrazol-4-yl)pyrido[3,4-b]pyrazin-2-yl)amino)cyclopentan-1-ol